CC(C)(C)C(=O)NC1=C(C(=NC=C1)C=O)OC N-(2-FORMYL-3-METHOXYPYRIDIN-4-YL)PIVALAMIDE